FC(C1=NN=C(O1)C1=CC=C2CN(C(C2=C1)=O)[C@@H]([C@@H](O)C1=CC(=CC=C1)F)C1=CC=C(C=C1)F)F |r| 6-[5-(difluoromethyl)-1,3,4-oxadiazol-2-yl]-2-[(1RS,2SR)-2-(3-fluorophenyl)-1-(4-fluorophenyl)-2-hydroxyethyl]-2,3-dihydro-1H-isoindol-1-one